ClC=1C=C(C=CC1N[C@@H](C)C1=C(C=CC=C1)F)S(=O)(=O)N(C=1SC=CN1)CC1=C(C=C(C=C1)OC)OC (S)-3-chloro-N-(2,4-dimethoxybenzyl)-4-((1-(2-fluorophenyl)ethyl)amino)-N-(thiazol-2-yl)benzenesulfonamide